FC(C(=O)O)(C1=CC(=C(C=C1)C(F)(F)F)F)F α,α,3-trifluoro-4-(trifluoromethyl)-benzeneacetic acid